3-((4-((2-(Dimethylamino)-4-(naphthalen-2-yl)thiazol-5-yl)oxy)pyridin-2-yl)amino)benzenesulfonamide CN(C=1SC(=C(N1)C1=CC2=CC=CC=C2C=C1)OC1=CC(=NC=C1)NC=1C=C(C=CC1)S(=O)(=O)N)C